C(C)(C)(C)OC(=O)N1CCN(CC1)C1=C(C(=C(C(=O)O)C=C1)C=O)OC 4-(4-tert-butoxycarbonylpiperazin-1-yl)-2-formyl-3-methoxy-benzoic acid